Cl.NCC(C(F)(F)F)C1=C(C#N)C=CC=C1 (3-amino-1,1,1-trifluoropropan-2-yl)benzonitrile hydrochloride